COC(=O)C=1N=C(C2=CC=CC=C2C1)N1CCCC2=CC(=CC=C12)C(=O)OCC Ethyl 1-(3-methoxycarbonylisoquinolin-1-yl)-1,2,3,4-tetrahydroquinoline-6-carboxylate